3-(5-methyl-1,3-thiazol-2-yl)-5-(prop-2-yn-1-yloxy)-N-{(1R)-1-[6-(trifluoromethyl)pyridazin-3-yl]ethyl}benzamide CC1=CN=C(S1)C=1C=C(C(=O)N[C@H](C)C=2N=NC(=CC2)C(F)(F)F)C=C(C1)OCC#C